O=CC[C@H]1CC12CCN(CC2)C(=O)OC(C)(C)C |o1:3| (R or S)-tert-butyl 1-(2-oxoethyl)-6-azaspiro[2.5]octane-6-carboxylate